(S)-1-amino-3-(bis(2-hydroxyethyl)amino)-2-propanol NC[C@@H](CN(CCO)CCO)O